F[C@@H]1[C@H]2CC[C@@H](C[C@@H]1OC1=CC=C(N=N1)C1=C(C=C(C=C1)C=1OC=NN1)O)N2 2-(6-(((1r,2r,3s,5s)-2-fluoro-8-azabicyclo[3.2.1]oct-3-yl)oxy)pyridazin-3-yl)-5-(1,3,4-oxadiazol-2-yl)phenol